3-dodecyl-1-(1,2,2,6,6-pentamethylpiperidin-4-yl)pyrrolidine-2,5-dione C(CCCCCCCCCCC)C1C(N(C(C1)=O)C1CC(N(C(C1)(C)C)C)(C)C)=O